(E)-3-bromo-5-iodo-pyridine-2-carboxylate BrC=1C(=NC=C(C1)I)C(=O)[O-]